4,5-dimethyl-1,3-octadiene CC(=CC=C)C(CCC)C